FC1=C(C2=C(NC(N2C)=O)C=C1)C1CCN(CC1)C(=O)OC(C)(C)C tert-butyl 4-(5-fluoro-3-methyl-2-oxo-1H-benzimidazol-4-yl)piperidine-1-carboxylate